diphenyl selenoether C1(=CC=CC=C1)[Se]C1=CC=CC=C1